COC=1C=C(C=CC1[N+](=O)[O-])SCCCO 3-((3-methoxy-4-nitrophenyl)thio)propanol